5-(4-((3-ethyl-5-methoxy-2,4-dioxo-1,2,3,4-tetrahydroquinazolin-7-yl)methyl)piperazin-1-yl)-N,6-dimethylpyridineamide C(C)N1C(NC2=CC(=CC(=C2C1=O)OC)CN1CCN(CC1)C=1C=CC(=NC1C)C(=O)NC)=O